P(O)(=O)(OP(=O)(O)OP(=O)(O)O)OC[C@@H]1[C@H](C[C@@](O1)(N1C(=O)NC(=O)C=C1)F)O.N1(CCC1)CC1=C(CNC2=CC(=C(C(=C2)F)S(=O)(=O)NC=2N=CSC2)F)C(=CC=C1)C1CC1 4-((2-(azetidin-1-ylmethyl)-6-cyclopropylbenzyl)amino)-2,6-difluoro-N-(thiazol-4-yl)benzenesulfonamide fluoro-2'-deoxyuridine-5'-triphosphate